ethyl 2-(2-((5-bromo-7-(pyridin-4-ylmethoxy)benzofuran-3-yl)methoxy)phenyl)acetate BrC=1C=C(C2=C(C(=CO2)COC2=C(C=CC=C2)CC(=O)OCC)C1)OCC1=CC=NC=C1